FC1=C(COC=2C=C(C=C3C=C(N(C23)C(=O)OC(C)(C)C)CN2C(C(=CC=C2)NC([C@H](CC\C=C\C(=O)NC)NC(=O)OC)=O)=O)F)C=CC(=C1)F tert-butyl (S,E)-7-((2,4-difluorobenzyl)oxy)-5-fluoro-2-((3-(2-((methoxycarbonyl)amino)-7-(methylamino)-7-oxohept-5-enamido)-2-oxopyridin-1(2H)-yl)methyl)-1H-indole-1-carboxylate